2,5-dichloro-N-(2,4-difluoro-3-((3-(((2R)-1-hydroxypropan-2-yl)amino)-1,2,4-triazin-6-yl)ethynyl)phenyl)-3-(hydroxymethyl)benzenesulfonamide ClC1=C(C=C(C=C1CO)Cl)S(=O)(=O)NC1=C(C(=C(C=C1)F)C#CC1=CN=C(N=N1)N[C@@H](CO)C)F